O1C(=CC=C1)C(=O)C1=COC2=C1C=C(C=C2)O 2-Furyl(5-hydroxy-1-benzofuran-3-yl)methanone